3-(4-(1H-pyrazol-4-yl)phenyl)-1-(3-fluoro-5-methoxybenzyl)-8-(2-hydroxypropyl)-1,3,8-triazaspiro[4.5]decan-2-one N1N=CC(=C1)C1=CC=C(C=C1)N1C(N(C2(C1)CCN(CC2)CC(C)O)CC2=CC(=CC(=C2)OC)F)=O